tert-butyl (R)-2-(3-(3-((4-isopropylphenethyl)carbamoyl)piperidin-1-yl)phenoxy)-2-methylpropanoate C(C)(C)C1=CC=C(CCNC(=O)[C@H]2CN(CCC2)C=2C=C(OC(C(=O)OC(C)(C)C)(C)C)C=CC2)C=C1